C(C)OC(=O)C1=C(C(NC2=CC(=CN=C12)Br)=O)C 7-bromo-3-methyl-2-oxo-1H-1,5-naphthyridine-4-carboxylic acid ethyl ester